2-((4-(6-(7-chlorochroman-4-ylamino)pyridin-2-yl)-5,6-dihydropyridin-1(2H)-yl)methyl)-1-((S)-oxetan-2-ylmethyl)-1H-benzo[d]imidazole-6-carboxylic acid ClC1=CC=C2C(CCOC2=C1)NC1=CC=CC(=N1)C1=CCN(CC1)CC1=NC2=C(N1C[C@H]1OCC1)C=C(C=C2)C(=O)O